3-(6-(((3R,4R)-1-(5-chloro-4-((1-(3-hydroxy-3-methylbutyl)-1H-indol-6-yl)amino)pyrimidin-2-yl)-3-methylpiperidin-4-yl)amino)-1-methyl-1H-indazol-3-yl)piperidine-2,6-dione ClC=1C(=NC(=NC1)N1C[C@H]([C@@H](CC1)NC1=CC=C2C(=NN(C2=C1)C)C1C(NC(CC1)=O)=O)C)NC1=CC=C2C=CN(C2=C1)CCC(C)(C)O